tert-butyl 4-((4-(3-(2-(benzyloxy)-6-hydroxypyridin-3-yl)-1-methyl-1H-indazol-7-yl) piperazin-1-yl) methyl)-3,3-dimethylpiperidin-1-carboxylate C(C1=CC=CC=C1)OC1=NC(=CC=C1C1=NN(C2=C(C=CC=C12)N1CCN(CC1)CC1C(CN(CC1)C(=O)OC(C)(C)C)(C)C)C)O